C1(CC1)NC(=O)C1=NC=C(C=C1)N1[C@@H]2CC[C@@H]2N(CC1)CC=1C=NC=2C=C(C(NC2C1)=O)CC cis-N-cyclopropyl-5-(5-((7-ethyl-6-oxo-5,6-dihydro-1,5-naphthyridin-3-yl)methyl)-2,5-diazabicyclo[4.2.0]octan-2-yl)pyridine-2-carboxamide